CS(=O)C=1OC(=NN1)C=1N=C(SC1)C1=C(C=CC=C1)C 2-(methylsulfinyl)-5-(2-(o-tolyl)thiazol-4-yl)-1,3,4-oxadiazole